ClC1=CC=C(C=C1)C1(CCC1)C1=NOC(=N1)CC(C(=O)O)=C ((3-(1-(4-chlorophenyl)cyclobutyl)-1,2,4-oxadiazol-5-yl)methyl)acrylic acid